4,4'-(1-methylethylidene)-bis[2,6-dimethylphenol] CC(C)(C1=CC(=C(C(=C1)C)O)C)C1=CC(=C(C(=C1)C)O)C